C(C1=CC=CC=C1)NC(=O)N1CCN(CC1)C1=NC(=NC(=C1)N1CCCC1)NC1=CC2=C(C=N1)C=NN2C(C)C N-benzyl-4-[2-{[1-(propan-2-yl)-1H-pyrazolo[4,3-c]pyridin-6-yl]amino}-6-(pyrrolidin-1-yl)pyrimidin-4-yl]piperazine-1-carboxamide